N-(1-((6-(4,7-Diazaspiro[2.5]octan-7-yl)pyridin-3-yl)methyl)-1H-pyrazol-4-yl)-6-(3-chloro-6-(difluoromethyl)-2-fluorophenyl)pyrazine-2-carboxamide C1CC12NCCN(C2)C2=CC=C(C=N2)CN2N=CC(=C2)NC(=O)C2=NC(=CN=C2)C2=C(C(=CC=C2C(F)F)Cl)F